(S)-1-(2,3-difluoro-5-hydroxybenzyl)-3,4-dimethyl-2-oxo-N-(2,4,6-trifluorobenzyl)-1,2,3,4-tetrahydro-quinazoline-7-carboxamide FC1=C(CN2C(N([C@H](C3=CC=C(C=C23)C(=O)NCC2=C(C=C(C=C2F)F)F)C)C)=O)C=C(C=C1F)O